C(CCN)CCN(C(=O)CCC(=O)NCCCCCN(C(=O)CCC(=O)NCCCC/C=N/O)O)O The molecule is an aldoxime isolated from Streptoalloteichus sp.1454-19. It is a siderophore which exhibits immunosuppressive activity on a mixed lymphocyte culture reaction (MLCR). It has a role as a metabolite, an antimicrobial agent, an immunosuppressive agent and a siderophore. It is a hydroxamic acid, a primary amino compound and an aliphatic aldoxime.